C(C)OC(CN1C[C@H]2CC[C@@H](C1)N2CC(=O)OC(C)(C)C)=O tert-butyl 2-((1R,5S)-3-(2-ethoxy-2-oxoethyl)-3,8-diazabicyclo[3.2.1]octan-8-yl)acetate